C(C)(C)(C)OC(=O)N1[C@@H]2\C(\NC[C@H]1CC2)=C/C(=O)OCC.C(C2=CC=CC=C2)OC2=CC=C(C=C2)NC(\C=C\C=2C=C1C=CC(OC1=C(C2)Br)(C)C)=O (E)-N-[4-(benzyloxy)phenyl]-3-(8-bromo-2,2-dimethyl-2H-chromen-6-yl)acrylamide tert-butyl-(1S,5R,E)-2-(2-ethoxy-2-oxoethylidene)-3,8-diazabicyclo[3.2.1]octane-8-carboxylate